N1N=CC(=C1)C=1C=CC(=C(C1)O)C=1N=C2N(C=CC(=N2)C=2CCNCC2)C1 5-(1H-pyrazol-4-yl)-2-(7-(1,2,3,6-tetrahydropyridin-4-yl)imidazo[1,2-a]pyrimidin-2-yl)phenol